(R)-2-VINYLHEX-5-ENOIC ACID C(=C)[C@H](C(=O)O)CCC=C